8-chloro-6-fluoro-7-(8-methyl-2,3-dihydro-1H-pyrido[2,3-b][1,4]oxazin-7-yl)-N~2~-[4-(methylsulfonyl)phenyl]quinazoline-2,5-diamine ClC1=C(C(=C(C=2C=NC(=NC12)NC1=CC=C(C=C1)S(=O)(=O)C)N)F)C1=C(C2=C(OCCN2)N=C1)C